C(C1=CC=CC=C1)N1CC[C@H](CCC1)C=1C=C2CN(C(C2=CC1)=O)C1C(NC(CC1)=O)=O 3-(5-((S)-1-benzyl-azepan-4-yl)-1-oxo-isoindolin-2-yl)piperidine-2,6-dione